oxetan-3-yl-4-{2-[(4-{[6-(5-chloro-2-fluorophenyl)-3-methylpyridazin-4-yl]amino}pyridin-2-yl)carbamoyl]ethyl}-1-methylpiperazine-2-carboxylate O1CC(C1)OC(=O)C1N(CCN(C1)CCC(NC1=NC=CC(=C1)NC1=C(N=NC(=C1)C1=C(C=CC(=C1)Cl)F)C)=O)C